C(CC=C)N(C(OC(C)(C)C)=O)S(NCC)(=O)=O TERT-BUTYL N-(BUT-3-EN-1-YL)-N-ETHYLSULFAMOYLCARBAMATE